C(C)OC(CCC1=C(C=CC=C1)OCC(C=O)O[Si](C)(C)C(C)(C)C)=O 3-(2-(2-((tert-Butyldimethylsilyl)oxy)-3-oxopropoxy)phenyl)propanoic acid ethyl ester